3-cyanobicyclo[1.1.1]pentane-1-carboxamide C(#N)C12CC(C1)(C2)C(=O)N